tert-butyl (S)-4-(7-(3-chlorophenyl)-5-(4,4,5,5-tetramethyl-1,3,2-dioxaborolan-2-yl)-7H-pyrrolo[2,3-d]pyrimidin-4-yl)-3-methylpiperazine-1-carboxylate ClC=1C=C(C=CC1)N1C=C(C2=C1N=CN=C2N2[C@H](CN(CC2)C(=O)OC(C)(C)C)C)B2OC(C(O2)(C)C)(C)C